C(C)(=O)N1C[C@@H](CCC1)N(C(=O)NCC=1N=NN(C1)C1=CC(=CC=C1)OC(F)(F)F)C1CC1 1-[(3R)-1-acetylpiperidin-3-yl]-1-cyclopropyl-3-({1-[3-(trifluoromethoxy)phenyl]-1H-1,2,3-triazol-4-yl}methyl)urea